3-chloro-5-(2-chloro-5-methoxyphenyl)-4-(2,4-difluorophenyl)-1-methyl-2(1H)-pyridone ClC=1C(N(C=C(C1C1=C(C=C(C=C1)F)F)C1=C(C=CC(=C1)OC)Cl)C)=O